C1(=CC=CC=C1)COC(=O)N[C@@H](CC(C)C)C(=O)N[C@@H](CC(C)C)C(=O)NC(CC(C)C)C=O N-[(phenylmethoxy)carbonyl]-L-leucyl-N-(1-formyl-3-methylbutyl)-L-Leucinamide